ClC=1C=C2C(=C3C1NC(NC31CCCCC1)=O)OC(=N2)CN2CC(C2)COC 5-chloro-2-{[3-(methoxymethyl)azetidin-1-yl]methyl}-7,8-dihydro-6H-spiro[[1,3]oxazolo[5,4-f]quinazoline-9,1'-cyclohexane]-7-one